C(C)OC=1C=C(C(=O)O)C=CC1NC=1N=CC=2N(C(C3=C(N(C2N1)S(=O)(=O)C)C=CC=C3)=O)C 3-ethoxy-4-((5-methyl-11-(methylsulfonyl)-6-oxo-6,11-dihydro-5H-benzo[e]pyrimido[5,4-b][1,4]diazepin-2-yl)amino)benzoic acid